4-chloro-6-fluoro-7-methoxy-2-methyl-3-(4-(4-(trifluoromethoxy)phenoxy)phenyl)quinoline ClC1=C(C(=NC2=CC(=C(C=C12)F)OC)C)C1=CC=C(C=C1)OC1=CC=C(C=C1)OC(F)(F)F